(R)-N-((S)-1,8-dihydro-3H,6H-spiro[furo[3,4-d]pyrrolo[1,2-b]pyrazole-7,4'-piperidin]-8-yl)-2-methylpropane-2-sulfinamide N1CCC2(CC1)[C@@H](C=1N(N=C3C1COC3)C2)N[S@](=O)C(C)(C)C